tert-butyl (S)-(1-hydroxy-3,3-dimethyloct-7-en-2-yl)carbamate OC[C@H](C(CCCC=C)(C)C)NC(OC(C)(C)C)=O